C(#N)C[C@H](C1CCCC1)N1N=CC(=C1)C=1C2=C(N=CN1)N(C=C2)CCC(C(=O)[O-])(C)C |r| racemic-(4-(1-(2-cyano-1-cyclopentylethyl)-1H-pyrazol-4-yl)-7H-pyrrolo[2,3-d]pyrimidin-7-yl)methylpivalate